1-(3-Chloro-4-fluoro-phenyl)-3-[3-(2-isopropyl-2H-pyrazol-3-yl)-4-methoxy-phenyl]-urea ClC=1C=C(C=CC1F)NC(=O)NC1=CC(=C(C=C1)OC)C=1N(N=CC1)C(C)C